11-(4-fluorophenyl)undecanoic acid FC1=CC=C(C=C1)CCCCCCCCCCC(=O)O